C(CCCC=CCCCCCCC=CCCCCCCCC)(=O)N Docosa-5,13-dienamide